2-{[(tert-butoxy)carbonyl]Amino}glutaric acid 1-tert-butyl ester C(C)(C)(C)OC(C(CCC(=O)O)NC(=O)OC(C)(C)C)=O